6-methoxy-7-methyl-2,3-dihydrobenzofuran COC1=C(C2=C(CCO2)C=C1)C